C(C)(C)(C)OC(NCCCCN)=O (4-aminobutyl)-carbamic acid tert-butyl ester